(tert-butyl(dimethyl)silyl)-1,3,4-trideoxy-5-O-(2,2,2-trichloroethanimidoyl)-D-arabino-hept-3-enitol [Si](C)(C)(C(C)(C)C)C[C@@H](O)C=C[C@H](OC(C(Cl)(Cl)Cl)=N)[C@H](O)CO